C(CCCCCCCC)N(CCCCCCCCC)CC(=O)OCC ethyl N,N-dinonylaminoacetate